6-fluoro-5-(r-isopropyl-[1,4'-bipiperidin]-4-yl)-1-methyl-2-(4-(methylsulfonyl)phenyl)-1H-benzo[d]imidazole FC=1C(=CC2=C(N(C(=N2)C2=CC=C(C=C2)S(=O)(=O)C)C)C1)C1C[C@@H](N(CC1)C1CCNCC1)C(C)C